Butyl 4-(5-((S)-1-(((S)-tert-butylsulfinyl)amino)-1-(4-fluorophenyl)ethyl)pyrimidin-2-yl)piperazine-1-carboxylate C(C)(C)(C)[S@](=O)N[C@@](C)(C1=CC=C(C=C1)F)C=1C=NC(=NC1)N1CCN(CC1)C(=O)OCCCC